N[C@H]1CS(C2=C(N(C1=O)CC1=CC=C(C=C1)OC1=CC=CC=C1)C=C(C(=C2)F)C2=NOC(=N2)C(C)(S(=O)(=O)C)C)(=O)=O (3R)-3-amino-8-fluoro-7-[5-(1-methyl-1-methylsulfonyl-ethyl)-1,2,4-oxadiazol-3-yl]-1,1-dioxo-5-[(4-phenoxyphenyl)methyl]-2,3-dihydro-1λ6,5-benzothiazepine-4-One